N-(3-(2-((2-chloro-4-(4-methylpiperazin-1-yl)phenyl)amino)quinazolin-8-yl)phenyl)acrylamide ClC1=C(C=CC(=C1)N1CCN(CC1)C)NC1=NC2=C(C=CC=C2C=N1)C=1C=C(C=CC1)NC(C=C)=O